5-chloro-3-((3aR,3bR,4aS,5R,5aS)-2,2-dimethylhexahydrocyclopropa[3,4]cyclopenta[1,2-d][1,3]dioxol-5-yl)-N-(2-fluoroethyl)-3H-imidazo[4,5-b]pyridin-7-amine ClC1=CC(=C2C(=N1)N(C=N2)[C@@H]2[C@@H]1[C@H]([C@@H]3[C@H]2OC(O3)(C)C)C1)NCCF